tert-butyl 3-(7-benzyl-2-chloro-5,6,7,8-tetrahydropyrido[3,4-d]pyrimidin-4-yl)-8-azabicyclo[3.2.1]oct-2-ene-8-carboxylate C(C1=CC=CC=C1)N1CC=2N=C(N=C(C2CC1)C1=CC2CCC(C1)N2C(=O)OC(C)(C)C)Cl